N1(N=NC=C1)CC(=O)N1C(CCC1)C(=O)N 1-[2-(1H-1,2,3-triazol-1-yl)acetyl]pyrrolidine-2-carboxamide